8-(5-chloropyridin-2-yl)-N-methyl-6,9-dioxo-5-(4-(trifluoromethyl)benzyl)-2,5,8-triazaspiro[3.5]-nonane-2-carboxamide ClC=1C=CC(=NC1)N1CC(N(C2(CN(C2)C(=O)NC)C1=O)CC1=CC=C(C=C1)C(F)(F)F)=O